Cl.NCC1CCC(CC1)(O)C trans-4-(aminomethyl)-1-methyl-cyclohexanol HCl